2-chloro-4-(2-fluoropropane-2-yl)-6-methylpyrimidine ClC1=NC(=CC(=N1)C(C)(C)F)C